FC1=CC=C(C=C1)CC(=O)C1(CC1)C(=O)O 1-[2-(4-fluoro-phenyl)-acetyl]-cyclopropanecarboxylic acid